N1=CC=CC(=C1)C1N(C)CCC1.C(C1=CC(OC)=C(O)C=C1)(=O)O vanillic acid-nicotine salt